C1(=CC=CC=C1)C1(CCCC1)C1=NN=C(O1)C(=O)O 5-(1-phenylcyclopentyl)-1,3,4-oxadiazole-2-carboxylic acid